BrC=1C=C2C(=NC1)N(C=C2C=2C=C1C(=NC2)NC=C1)S(=O)(=O)C1=CC=C(C)C=C1 5-bromo-1-tosyl-1H,1'H-3,5'-bipyrrolo[2,3-b]pyridine